CN(C\C=C\1/C(N(CC1)C=1C=CC=2N=CN=C(C2N1)NC1=CC(=C(C=C1)OC1=CC2=C(N(C=N2)C)C=C1)C)=O)C (Z)-3-(2-(dimethylamino)ethylidene)-1-(4-((3-methyl-4-((1-methyl-1H-benzo[d]imidazol-5-yl)oxy)phenyl)amino)pyrido[3,2-d]pyrimidin-6-yl)pyrrolidin-2-one